4-fluoro-2H-indazol FC=1C2=CNN=C2C=CC1